C1(CCC1)[Te]C1CCC1 dicyclobutyl telluride